methyl (Z)-3-methoxy-2-[5-(4-methoxyiminocyclohexyl)-2-methyl-phenoxy]prop-2-enoate CO\C=C(\C(=O)OC)/OC1=C(C=CC(=C1)C1CCC(CC1)=NOC)C